4-(Boc-amino)-5-chloro-2-methoxybenzoic acid methyl ester COC(C1=C(C=C(C(=C1)Cl)NC(=O)OC(C)(C)C)OC)=O